NCC=1C(=NC(=NC1)C)N 5-(aminomethyl)-2-methylpyrimidin-4-amine